CC1=NCCC=2N=C(N=CC21)SC 5-methyl-2-(methylthio)-7,8-dihydropyrido[4,3-d]pyrimidine